FC1(CN(CCC1NC(NC1=C2C=CN(C2=CC(=C1)C#CCNC1=C(C=C(C=C1)S(=O)(=O)C)OC)CC(F)(F)F)=O)C)F 1-(3-{4-[3-(3,3-difluoro-1-methyl-4-piperidyl)ureido]-1-(2,2,2-trifluoroethyl)-6-indolyl}-2-propynylamino)-4-mesyl-2-methoxybenzene